COC1=CC=C(C=C1)CN(C1=NC=2N=CC=CC2C2=C1NC(N2CC2=CC=C(C=C2)CN2CCCC2)=S)CC2=CC=C(C=C2)OC 4-(bis((4-methoxyphenyl)methyl)amino)-1-((4-((pyrrolidin-1-yl)methyl)phenyl)methyl)-1,3-Dihydro-2H-imidazo[4,5-c][1,8]naphthyridine-2-thione